C(C)(C)(C)OC(=O)N(CCCN(C(OC(C)(C)C)=O)C=1N(C(C=CC1)=O)C)C tert-butyl N-[3-[tert-butoxycarbonyl(methyl)amino]propyl]-N-(1-methyl-6-oxo-2-pyridyl)carbamate